C(#C)C1=CC=C(C=C1)NS(=O)(=O)C1=CC=C(C=C1)NC(=O)NCC=1C=NC=CC1 1-{4-[(4-ethynyl-phenyl)sulfamoyl]phenyl}-3-(pyridin-3-ylmethyl)urea